FC1CC2C(NC3CCC4NCNC(NCCCOC2CC1)C4N3)C 6-fluoro-3-methyl-10-oxa-2,14,16,18,22-pentaazatetracyclo[13.6.2.04,9.019,23]tricosane